ClC1=NC=C(C(=C1)C1=C(C=NC(=C1)C)C(=O)NC=1SC2=C(N1)CN(C2)C(=O)C=2C=NC(=NC2)C(F)(F)F)OC 2'-chloro-5'-methoxy-6-methyl-N-(5-(2-(trifluoromethyl)pyrimidine-5-carbonyl)-5,6-dihydro-4H-pyrrolo[3,4-d]thiazol-2-yl)-[4,4'-bipyridine]-3-carboxamide